[Ca].C(CCCCCCC)N(CCCCCCCC)CCC(C(=O)N)=C dioctylaminoethyl-acrylamide calcium